CS(=O)(=O)N1CCC(CC1)COC=1C(C=C(OC1)CN1CC2=CC=C(C=C2C1)C1=CN=CO1)=O 5-((1-(Methylsulfonyl)piperidin-4-yl)methoxy)-2-((5-(oxazol-5-yl)isoindolin-2-yl)methyl)-4H-pyran-4-one